2-((2R,4S)-1-p-toluenesulfonyl-4-(trifluoromethyl)piperidin-2-yl)benzaldehyde CC1=CC=C(C=C1)S(=O)(=O)N1[C@H](C[C@H](CC1)C(F)(F)F)C1=C(C=O)C=CC=C1